3,5-diethoxyphenylpentanone C(C)OC=1C=C(C=C(C1)OCC)CC(CCC)=O